(2S,4R)-1-(2-(3-acetyl-5-(2-(((3-methyloxetan-3-yl)methyl)sulfonyl)ethoxy)-1H-indazol-1-yl)acetyl)-N-(6-bromo-3-methylpyridin-2-yl)-4-fluoro-pyrrolidine-2-carboxamide C(C)(=O)C1=NN(C2=CC=C(C=C12)OCCS(=O)(=O)CC1(COC1)C)CC(=O)N1[C@@H](C[C@H](C1)F)C(=O)NC1=NC(=CC=C1C)Br